CN(C(=O)Cl)C1=CC=CC=C1 N-methyl-phenyl-aminoformyl chloride